N1=C(C=CC=C1)CN(CC1=NC=CC=C1)CC=1N=NN(C1)C[C@@H]1[C@@H]([C@@H]([C@H](C(O1)O)O)O)O (3R,4S,5R,6R)-6-((4-((bis(pyridin-2-ylmethyl)amino)methyl)-1H-1,2,3-triazol-1-yl)methyl)tetrahydro-2H-pyran-2,3,4,5-tetraol